rac-N-[(5R,6S)-5-[(2'-fluoro[1,1'-biphenyl]-3-yl)methyl]-4-oxo-3-(propan-2-yl)-3,4,5,6,7,8-hexahydroquinazolin-6-yl]ethanesulfonamide FC1=C(C=CC=C1)C1=CC(=CC=C1)C[C@@H]1C=2C(N(C=NC2CC[C@@H]1NS(=O)(=O)CC)C(C)C)=O |r|